N-[(1S)-1-[[(3-amino-3-oxo-propyl)-(2-chloroacetyl)amino]carbamoyl]-3-methyl-butyl]-5-methyl-isoxazole-4-carboxamide NC(CCN(C(CCl)=O)NC(=O)[C@H](CC(C)C)NC(=O)C=1C=NOC1C)=O